ClC=1C=CC=C2C(C=C(OC12)C1=C(OCCCN2CC(CC2)CC(=O)O)C=C(C=C1)C(F)(F)F)=O 2-[1-[3-[2-(8-chloro-4-oxo-chromen-2-yl)-5-(trifluoromethyl)phenoxy]propyl]pyrrolidin-3-yl]acetic acid